4,7-bis(hydroxymethyl)-1,4a,5,7a-tetrahydrocyclopenta[c]pyran-1-yl 3-methylbutyrate CC(CC(=O)OC1OC=C(C2C1C(=CC2)CO)CO)C